COC(=O)C=1N(C(=C(N1)C1=NC2=C(C=NC(=C2)C(F)(F)F)N1C)S(=O)(=O)CC)C 5-(ethylsulfonyl)-1-methyl-4-[3-methyl-6-(trifluoromethyl)-3H-imidazo[4,5-c]pyridin-2-yl]-1H-imidazole-2-carboxylic acid methyl ester